N-((1'S,2'R,3'S)-4-bromo-5'-(4-bromophenyl)-2'-formyl-3',4'-dihydro-[1,1':3',1''-terphenyl]-1'(2'H)-yl)-4-methylbenzenesulfonamide BrC1=CC=C(C=C1)[C@]1([C@@H]([C@H](CC(=C1)C1=CC=C(C=C1)Br)C1=CC=CC=C1)C=O)NS(=O)(=O)C1=CC=C(C=C1)C